(3-fluorophenyl)-2-((2-methyl-1-((1r,4R)-4-(methylamino)cyclohexyl)-propan-2-yl)amino)ethan-1-ol FC=1C=C(C=CC1)C(CNC(CC1CCC(CC1)NC)(C)C)O